trans-2,2-dimethyl-N-(1-methyl-4-(1-methyl-1H-pyrazol-4-yl)pyrrolidin-3-yl)-3-((3-methylpyridin-2-yl)oxy)propanamide CC(C(=O)N[C@@H]1CN(C[C@H]1C=1C=NN(C1)C)C)(COC1=NC=CC=C1C)C